3,5-dichloro-N-(4-(N-(2-hydroxyphenyl)sulfamoyl)phenyl)benzenesulfonamide ClC=1C=C(C=C(C1)Cl)S(=O)(=O)NC1=CC=C(C=C1)S(NC1=C(C=CC=C1)O)(=O)=O